ClC1=C(C=C(C=C1OC)N1N=C(C(C(=C1C1=C(C=C(C=C1)F)F)C)=O)CO)OC 1-(4-chloro-3,5-dimethoxyphenyl)-6-(2,4-difluorophenyl)-3-(hydroxymethyl)-5-methyl-4(1H)-pyridazinone